1-(1-(4-(3,6-dihydro-2H-pyran-4-yl)benzyl)-1H-indol-5-yl)-5-methyl-1H-pyrazole-3-carboxamide O1CCC(=CC1)C1=CC=C(CN2C=CC3=CC(=CC=C23)N2N=C(C=C2C)C(=O)N)C=C1